N-(2-chloro-4-(trifluoromethyl)phenyl)-2-(6-ethyl-3-methyl-8-oxo-7-(piperazin-1-yl)pyrido[2,3-b]pyrazin-5(8H)-yl)acetamide hydrochloride Cl.ClC1=C(C=CC(=C1)C(F)(F)F)NC(CN1C(=C(C(C=2C1=NC(=CN2)C)=O)N2CCNCC2)CC)=O